(6-chloro-1-methyl-1H-pyrazolo[3,4-d]pyrimidin-4-yl)quinoline ClC1=NC(=C2C(=N1)N(N=C2)C)C2=NC1=CC=CC=C1C=C2